NC1CCN(CC1)C1=C(C(=C(C(=N1)SC(C(=O)N)C1=CC=C(C=C1)C(F)(F)F)C#N)CC)C#N 2-((6-(4-aminopiperidin-1-yl)-3,5-dicyano-4-ethylpyridin-2-yl)thio)-2-(4-(trifluoromethyl)phenyl)acetamide